COC1=CC=C(C=C1)C1C2(C(CC1(C(=O)OC)C(=O)[O-])C=C(C)C)C(C=CC=1OCOCC12)=O methyl 2'-p-methoxyphenyl-5'-(2-methylpropen-1-yl)-6-oxo-6H-spiro(benzo[d][1,3]dioxine-5,1'-cyclopentane)-3',3'-dicarboxylate